CC1=C(C=CC=C1)[C@@H](O)C1=CC=CC=C1 (S)-(2-methylphenyl)-phenylmethanol